FC1=C(C(=O)NCCC(=O)NC=2SC(=C(N2)C)C(=O)OCC)C=CC=C1C(=O)OC Ethyl 2-[3-[(2-fluoro-3-methoxycarbonyl-benzoyl)amino]propanoylamino]-4-methyl-thiazole-5-carboxylate